tert-butyl (3S,4S)-4-(4-chloroanilino)-3-methyl-piperidine-1-carboxylate Racemic-tert-butyl-(3R,4R)-4-(4-chloroanilino)-3-methyl-piperidine-1-carboxylate C(C)(C)(C)OC(=O)N1C[C@H]([C@@H](CC1)NC1=CC=C(C=C1)Cl)C.ClC1=CC=C(N[C@@H]2[C@H](CN(CC2)C(=O)OC(C)(C)C)C)C=C1 |&1:9,10|